C(C)(C)(C)OC(=O)N1[C@@H]([C@@H](CC1)O)C.CC=1C=CC=C2C(C(NC12)(CC1=NC2=CC=CC=C2C=C1)C1=CC=CC=C1)=O 7-methyl-2-phenyl-2-(2-quinolylmethyl)indolin-3-one tert-butyl-(2R,3R)-3-hydroxy-2-methyl-pyrrolidine-1-carboxylate